bis(2-amino-2-methylethyl) ether NC(COCC(C)N)C